C(#N)C(CCC)(C)SC(=S)SCC 4-cyano-4-[(ethylsulfanylthiocarbonyl)sulfanyl]pentane